(3-cyanophenyl)-3-((5-(3-fluorophenyl)pyrimidin-2-yl)amino)benzamide C(#N)C=1C=C(C=CC1)C1=C(C(=O)N)C=CC=C1NC1=NC=C(C=N1)C1=CC(=CC=C1)F